BrC1=CC(=C(COC2=NC=C(C=C2)OCC(F)(F)F)C=C1F)Cl 2-((4-bromo-2-chloro-5-fluorobenzyl)oxy)-5-(2,2,2-trifluoroethoxy)pyridine